C1=NC=CC2=C1OC1=C(C(C2)CN2C(C3=CC=CC=C3C2=O)=O)C=CC=C1 2-((5,6-dihydrobenzo[6,7]oxepino[2,3-c]pyridin-6-yl)methyl)isoindoline-1,3-dione